8-cyclopropylpyrido[2,3-d]pyrimidin-7(8H)-one C1(CC1)N1C(C=CC2=C1N=CN=C2)=O